ClC1=CC=CC(=N1)O 6-Chloropyridin-2-ol